N-[4-amino-1-(2-trimethylsilylethoxymethyl)pyrazolo[4,3-c]pyridin-7-yl]-2-(2-cyclobutyl-5-methyl-1-piperidyl)-2-oxo-acetamide NC1=NC=C(C2=C1C=NN2COCC[Si](C)(C)C)NC(C(=O)N2C(CCC(C2)C)C2CCC2)=O